5-(1-ethoxyvinyl)-6-(trifluoromethyl)pyridin-2-amine C(C)OC(=C)C=1C=CC(=NC1C(F)(F)F)N